NC1=C(C=C(C=C1C(=O)OC)N1CC(OCC1)C=1C=NN(C1)C)C1=C(C=C(C=C1)Cl)F methyl 2-amino-4'-chloro-2'-fluoro-5-(2-(1-methyl-1H-pyrazol-4-yl)morpholino)-[1,1'-biphenyl]-3-carboxylate